C(C)(=O)OC=C\C=C\CCCCCCCCC (4e,7z)-tridecadien-1-ol acetate